N1=CC=NC2=CC(=CC=C12)C1=CNC=2N=C(N=CC21)NCC(F)(F)F 5-(quinoxalin-6-yl)-N-(2,2,2-trifluoroethyl)-7H-pyrrolo[2,3-d]pyrimidin-2-amine